CC=1N=CSC1CCO 4-methyl-5-(beta-hydroxyethyl)Thiazole